palladium 2-phenylaniline C1(=CC=CC=C1)C1=C(N)C=CC=C1.[Pd]